(R)-1-((cis)-4-(6-fluoroquinolin-4-yl)cyclohexyl)propan-2-amine hydrochloride Cl.FC=1C=C2C(=CC=NC2=CC1)[C@H]1CC[C@H](CC1)C[C@@H](C)N